tert-butyl 4-{[2-(2,6-dioxopiperidin-3-yl)-1-oxo-2,3-dihydro-1H-isoindol-4-yl]amino}butanoate O=C1NC(CCC1N1C(C2=CC=CC(=C2C1)NCCCC(=O)OC(C)(C)C)=O)=O